CC1=CC=C(C=C1)S(=O)(=O)OC1=CC(=C(C(=C1C)OCC1CC1)C=O)OS(=O)(=O)C1=CC=C(C=C1)C 5-(cyclopropylmethoxy)-4-formyl-6-methyl-1,3-phenylene bis(4-methylbenzenesulfonate)